7-fluoro-1,5-naphthyridin-3-amine FC1=CN=C2C=C(C=NC2=C1)N